OC=1C=C(C=CC1O)CC(=O)OCC(CCCCCCCCCCCCCC)C 2-methylhexadecyl 3,4-dihydroxyphenylacetate